tert-Butyl (3-cyano-7-fluoro-4-(5-fluoro-3-((R)-3-(4-methylpiperazin-1-yl)pyrrolidin-1-yl)-7,9-dihydrofuro[3,4-f]quinazolin-6-yl)thieno[3,2-c]pyridin-2-yl)carbamate C(#N)C1=C(SC2=C1C(=NC=C2F)C=2C1=C(C=3C=NC(=NC3C2F)N2C[C@@H](CC2)N2CCN(CC2)C)COC1)NC(OC(C)(C)C)=O